N[C@H](C(=O)O)CCC(=O)NCCCNC(C1=C(C=C(C=C1)NC=1C=2N(C=CN1)C(=CN2)C2=C(C(=C(C=C2)OC)F)F)C)=O (2S)-2-amino-5-[3-[[4-[[3-(2,3-difluoro-4-methoxyphenyl)imidazo[1,2-a]pyrazin-8-yl]amino]-2-methylbenzoyl]amino]propyl-amino]-5-oxopentanoic acid